(E)-2-methoxy-4-[(8-methylnon-6-enamido)methyl]phenyl (2-aminoethyl)(isopropyl)carbamate NCCN(C(OC1=C(C=C(C=C1)CNC(CCCC\C=C\C(C)C)=O)OC)=O)C(C)C